ethylene propyl phthalate C(C=1C(C(=O)O)=CC=CC1)(=O)OCCC.C=C